FC(C(=O)O)(F)F.C[C@@H]1N(CC1)C=1N=C(C2=C(N1)CCC2)C2=CC=C1C=CC(NC1=C2)=O (S)-7-(2-(2-methylazetidin-1-yl)-6,7-dihydro-5H-cyclopenta[d]pyrimidin-4-yl)quinolin-2(1H)-one trifluoroacetic acid salt